ClC=1C(=C(C=2C(=C(SN2)N2CCN(CC2)C(C=C)=O)C1)F)C1=C(C=C(C(=C1)O)Cl)Cl 1-(4-(5-chloro-6-(2,4-dichloro-5-hydroxyphenyl)-7-fluoro-2,1-benzothiazol-3-yl)-1-piperazinyl)-2-propen-1-one